O=C1C[C@H]2CC([C@H]3[C@@H]4CC[C@H]([C@@H](CCC(=O)O)C)[C@]4(CC[C@@H]3[C@]2(CC1)C)C)=O 3,7-dioxo-5β-cholanic acid